(1R,4R)-4-((4-phenyl-6,7-dihydro-5H-pyrrolo[3,4-d]pyrimidin-2-yl)amino)cyclohexanol C1(=CC=CC=C1)C=1C2=C(N=C(N1)NC1CCC(CC1)O)CNC2